C12(CC(C1)C2)N2C(=NC1=C2C=C(C=C1)C(C)(C)O)NC(CC(C)(C1=CC=CC=C1)O)=O N-(1-(bicyclo[1.1.1]pentan-1-yl)-6-(2-hydroxypropan-2-yl)-1H-benzo[d]imidazol-2-yl)-3-hydroxy-3-phenylbutanamide